C1(CC1)C1=NC2=CC(=C(C=C2C(=N1)NC1CCS(CC1)(=O)=O)OC)OCCCN1CCCC1 4-((2-cyclopropyl-6-methoxy-7-(3-(pyrrolidin-1-yl)propoxy)quinazolin-4-yl)amino)tetrahydro-2H-thiopyran 1,1-dioxide